OC(C)C=1C=CC(=NC1)C(C)(C)O 2-(5-(1-hydroxyethyl)pyridin-2-yl)propan-2-ol